N-(3-methyloxetan-3-yl)-5-oxo-5-(piperidin-1-yl)pentanamide CC1(COC1)NC(CCCC(N1CCCCC1)=O)=O